BrC1=NN(C(=C1)C(=O)NC1=C(C=C(C=C1C(N)=O)C#N)C)C1=NC=CC=C1Cl 3-bromo-N-(2-methyl-4-cyano-6-(carbamoyl)phenyl)-1-(3-chloro-2-pyridyl)-1H-Pyrazole-5-carboxamide